NC1=C(C(NC2=C(C=CC=C12)C1=C(C=CC(=C1)OCC1=NC=CC=C1)C)=O)C(=O)NCCC 4-amino-8-[2-methyl-5-(2-pyridylmethoxy)phenyl]-2-oxo-N-propyl-1H-quinoline-3-carboxamide